ClC1=C(N=NN1CCOCCOCCOCCNC(OC(C)(C)C)=O)CN1CCS(CC1)(=O)=O tert-butyl N-[2-[2-[2-[2-[5-Chloro-4-[(1,1-dioxo-1,4-thiazinan-4-yl)methyl]triazol-1-yl]ethoxy]ethoxy]ethoxy]ethyl]carbamate